1,3-dimethyl-4-formyl-5-chloropyrazole CN1N=C(C(=C1Cl)C=O)C